3-(4-azidobenzyloxy)benzamide N(=[N+]=[N-])C1=CC=C(COC=2C=C(C(=O)N)C=CC2)C=C1